ClC1=CC=C(C=C1)C=1N=C2N(C=CC=C2)C1CN1C2CN(C(C1)CC2)C(=O)C2=CC(=CC=C2)OC(F)(F)F (5-{[2-(4-Chlorophenyl)imidazo[1,2-a]pyridin-3-yl]methyl}-2,5-diazabicyclo[2.2.2]oct-2-yl)-[3-(trifluoromethoxy)phenyl]methanon